tert-butyl 3-(2,6-dichloropyridin-4-yl)morpholine-4-carboxylate ClC1=NC(=CC(=C1)C1N(CCOC1)C(=O)OC(C)(C)C)Cl